tert-butyl 2-(4-(3-(2,6-dioxopiperidin-3-yl)-1-methyl-1H-indazol-6-yl)piperidin-1-yl)acetate O=C1NC(CCC1C1=NN(C2=CC(=CC=C12)C1CCN(CC1)CC(=O)OC(C)(C)C)C)=O